methyl (2S,4R)-4-(difluoromethoxy)-1-((4-(4-fluorophenoxy)benzoyl)glycyl)pyrrolidine-2-carboxylate FC(O[C@@H]1C[C@H](N(C1)C(CNC(C1=CC=C(C=C1)OC1=CC=C(C=C1)F)=O)=O)C(=O)OC)F